N-[4-[2-oxo-6-[2-(trifluoromethyl)-3-pyridinyl]-1H-pyridin-4-yl]-2-pyridinyl]carbamic acid methyl ester COC(NC1=NC=CC(=C1)C1=CC(NC(=C1)C=1C(=NC=CC1)C(F)(F)F)=O)=O